1-((R)-3-((3R,5R,8R,9R,10S,13S,14S,17R)-3-hydroxy-3,13-dimethylhexadecahydro-1H-cyclopenta[a]phenanthren-17-yl)-2-oxobutyl)-1H-pyrazole-4-carbonitrile O[C@@]1(CC[C@@H]2[C@H]3CC[C@@]4([C@H](CC[C@H]4[C@@H]3CC[C@@H]2C1)[C@H](C(CN1N=CC(=C1)C#N)=O)C)C)C